(2S,4R)-1-[(2S)-2-(4-cyclopropyltriazol-1-yl)-3,3-dimethyl-butanoyl]-4-hydroxy-N-[2-(4-methyl-1-piperidyl)-2-phenyl-ethyl]pyrrolidine-2-carboxamide C1(CC1)C=1N=NN(C1)[C@H](C(=O)N1[C@@H](C[C@H](C1)O)C(=O)NCC(C1=CC=CC=C1)N1CCC(CC1)C)C(C)(C)C